ClCC(=O)NC=1C=C2C(=CC(=NC2=CC1)NC1=CC=C(C=C1)N1CCN(CC1)C(=O)OC(C)(C)C)C(F)(F)F 6-chloroacetamido-N-(4-(4-(tert-butoxycarbonyl)piperazin-1-yl)phenyl)-4-trifluoromethylquinolin-2-amine